FC1=CC=CC=2COCCCOC=3C(=CC=C(C4=NNC5=CN=C(C12)C=C45)C3)N3C4CN(C(C3)C4)C4COC4 17-fluoro-5-[5-(oxetan-3-yl)-2,5-diazabicyclo[2.2.1]heptan-2-yl]-7,11-dioxa-20,23,24-triazapentacyclo[17.5.2.12,6.013,18.022,25]heptacosa-1(24),2,4,6(27),13(18),14,16,19,21,25-decaene